1-[3-(1-hydroxyethyl)-6-[5-[(5-methylpyrazin-2-yl)amino]benzimidazol-1-yl]-2-pyridyl]-5-methyl-pyrazole-3-carbonitrile OC(C)C=1C(=NC(=CC1)N1C=NC2=C1C=CC(=C2)NC2=NC=C(N=C2)C)N2N=C(C=C2C)C#N